5-bromo-4-(1,1-difluoroethyl)-2-fluoro-N,N-bis(4-methoxybenzyl)aniline BrC=1C(=CC(=C(N(CC2=CC=C(C=C2)OC)CC2=CC=C(C=C2)OC)C1)F)C(C)(F)F